COC([C@@H](C(C)C)NC(=O)C1=CC(=NN1)C=1C=C(C=CC1)C=1OC(=CN1)C(=O)N[C@H](C(=O)OCC)C(C)C)=O (S)-Ethyl 2-(2-(3-(5-(((R)-1-Methoxy-3-Methyl-1-Oxobutan-2-Yl)Carbamoyl)-1H-Pyrazol-3-Yl)Phenyl)Oxazole-5-Carboxamido)-3-Methylbutanoate